4-(N-methylamino)phenylboronic acid pinacol ester CNC1=CC=C(C=C1)B1OC(C)(C)C(C)(C)O1